Methyl 2-[1-(1-cyclopropylethyl)-1H-pyrazol-4-yl]-5-nitrobenzoate C1(CC1)C(C)N1N=CC(=C1)C1=C(C(=O)OC)C=C(C=C1)[N+](=O)[O-]